N-(5-(3-(2,2-dimethylpyrrolidin-1-yl)propanamido)-2-methylpyridin-3-yl)-2-(1-(2-hydroxyethyl)-1H-pyrazol-4-yl)pyrazolo[5,1-b]thiazole-7-carboxamide CC1(N(CCC1)CCC(=O)NC=1C=C(C(=NC1)C)NC(=O)C=1C=NN2C1SC(=C2)C=2C=NN(C2)CCO)C